(2S)-2-amino-3-{[(5-chloro-2-hydroxy-3-sulfophenyl)carbamoyl]amino}propanoic acid N[C@H](C(=O)O)CNC(NC1=C(C(=CC(=C1)Cl)S(=O)(=O)O)O)=O